2-(3,4-dimethoxyphenyl)-3-methyl-5-(1-(1-(oxetan-3-yl)azepan-4-yl)piperidin-4-yl)-1H-indole COC=1C=C(C=CC1OC)C=1NC2=CC=C(C=C2C1C)C1CCN(CC1)C1CCN(CCC1)C1COC1